4-tert-butyl-3-ethyl-2-hydroxybenzaldehyde C(C)(C)(C)C1=C(C(=C(C=O)C=C1)O)CC